N1(CCC2=CC=CC=C12)C=1C=CC=2C(N(C3=CC=CC1C23)C2C(NC(CC2)=O)=O)=O 3-(5-indolin-1-yl-2-oxo-benzo[cd]indol-1-yl)piperidine-2,6-dione